CC1=CC=C(C(=O)OC[C@]2(O[C@H](C[C@@H]2OC(C2=CC=C(C=C2)C)=O)N2C3=NC(=NC(=C3N=C2)N)F)C#C)C=C1 [(R,3S,5R)-5-(6-amino-2-fluoro-purin-9-yl)-2-ethynyl-3-(4-methylbenzoyl)oxy-tetrahydrofuran-2-yl]methyl 4-methylbenzoate